ClC=1C=C(C=CC1)C(C(C)O)NC(=O)C=1N=CN(C1)C1=NC(=NC=C1C)NC1CCOCC1 N-(1-(3-chlorophenyl)-2-hydroxypropyl)-1-(5-methyl-2-((tetrahydro-2H-pyran-4-yl)amino)-pyrimidin-4-yl)-1H-imidazole-4-carboxamide